(1R,5S) or (1S,5R)-3-(8-Cyanoquinolin-5-yl)-N-(trans-3-morpholinocyclobutyl)-5-(trifluoromethyl)-3-azabicyclo[3.1.0]hexane-1-Carboxamide C(#N)C=1C=CC(=C2C=CC=NC12)N1C[C@]2(C[C@]2(C1)C(F)(F)F)C(=O)N[C@@H]1C[C@H](C1)N1CCOCC1 |o1:14,16|